FC1=CC=C(OC2=C(C=C(C=C2)O)Cl)C=C1 4-(4-fluorophenoxy)-3-chlorophenol